O[C@H](CN(C(OC(C)(C)C)=O)CC1=CC=C2C=CC=NC2=C1O)CC tert-butyl (S)-(2-hydroxybutyl)((8-hydroxyquinolin-7-yl)methyl)carbamate